C(C)(C)(C)OC(=O)N1C=CC2=C(C=CC=C12)C(=O)N1C(CNCC1)C1=CC=C(C=C1)C(=O)OC tert-Butyl-4-(2-(4-(methoxycarbonyl)phenyl)piperazine 1-carbonyl)-1H-indole-1-carboxylate